N[C@@H](CO)[C@@H](\C=C\CCCCCCCCCCCCC)O (2s,3r,e)-2-aminooctadec-4-ene-1,3-diol